COC(CN1[C@H]2CN([C@@H](C1)C2)C2=NC(=NC(=C2)C(F)(F)F)Cl)=O 2-((1R,4R)-5-(2-chloro-6-(trifluoromethyl)pyrimidin-4-yl)-2,5-diazabicyclo[2.2.1]hept-2-yl)acetic acid methyl ester